2-cyclohexyl-2-(cyclohexylethyl)-1-ethoxy-3-propoxypropane C1(CCCCC1)C(COCC)(COCCC)CCC1CCCCC1